COC(C(C=O)C)C=CC(C(C=O)C)OC 3,6-Dimethoxy-2,7-dimethyl-4-octenedialdehyde